COC1=C(C=C(C=C1)OC(F)(F)F)NC(CC1CC2(CN(C2)C(=O)C2=C3C(=NC=C2)C=CS3)C1)=O N-(2-methoxy-5-(trifluoromethoxy)phenyl)-2-(2-(thieno[3,2-b]pyridine-7-carbonyl)-2-azaspiro[3.3]heptan-6-yl)acetamide